CC=1C=C(C=C(C1)N1C(C=CC2=CN=C3C(=C12)C=C(C=C3)C3=CC=C(C=C3)NS(=O)(=O)C)=O)NC(C=C)=O N-(3-Methyl-5-(9-(4-(methylsulfonamido)phenyl)-2-oxobenzo[h][1,6]naphthyridin-1(2H)-yl)phenyl)acrylamide